(S,E)-N-((3-chloro-2-fluoropyridin-4-yl)methylene)-2-methylpropane-2-sulfinamide ClC=1C(=NC=CC1\C=N\[S@@](=O)C(C)(C)C)F